1-((4-(pyridin-4-yl)phenyl)sulfonyl)pyrrolidin N1=CC=C(C=C1)C1=CC=C(C=C1)S(=O)(=O)N1CCCC1